(R)-2'-ethoxy-5-((2-(indoline-1-carbonyl)-2-azaspiro[3.3]heptan-6-yl)oxy)-N-(pyrrolidin-3-yl)-[2,3'-bipyridine]-6-carboxamide C(C)OC1=NC=CC=C1C1=NC(=C(C=C1)OC1CC2(CN(C2)C(=O)N2CCC3=CC=CC=C23)C1)C(=O)N[C@H]1CNCC1